C(CO)(=O)N[C@@H]1[C@H](C[C@@](C(O)=O)(O)O[C@H]1[C@H](O)[C@H](O)CO)O N-glycoloyl-alpha-neuraminic acid